4-(4-(2-(5-(8-methoxy-[1,2,4]triazolo[1,5-a]pyridin-6-yl)-4-(2,2,2-trifluoroethyl)-1H-pyrazol-3-yl)thiazol-5-yl)cyclohexyl)morpholine COC=1C=2N(C=C(C1)C1=C(C(=NN1)C=1SC(=CN1)C1CCC(CC1)N1CCOCC1)CC(F)(F)F)N=CN2